BrC1=CC(=C(C=C1)NC=1N(C(C(=C2CCN(C(C12)=O)OC[C@@H](C)O)C)=O)C)F (R)-8-((4-bromo-2-fluorophenyl)amino)-2-(2-hydroxypropoxy)-5,7-dimethyl-3,4-dihydro-2,7-naphthyridine-1,6(2H,7H)-dione